NC1=NNC2=CC=C(C=C12)C1=C2C(=NC=C1)NC(=C2)C=2C=C(C(=O)NCCN1CCCCC1)C=CC2 3-(4-(3-amino-1H-indazol-5-yl)-1H-pyrrolo[2,3-b]pyridin-2-yl)-N-(2-(piperidin-1-yl)ethyl)benzamide